(2R)-N-[2-(1-benzylpiperidin-4-yl)ethyl]-4-(5-methoxypyrimidin-2-yl)-2-methylpiperazine-1-carboxamide C(C1=CC=CC=C1)N1CCC(CC1)CCNC(=O)N1[C@@H](CN(CC1)C1=NC=C(C=N1)OC)C